COC1=C(CN(S(=O)(=O)C2=NC=CC(=C2)NC(=O)C=2C=C3C(=NC2N2CC(C(CC2)(F)F)C)CCCCC3)CC3=C(C=C(C=C3)OC)OC)C=CC(=C1)OC N-(2-(N,N-bis(2,4-dimethoxybenzyl)sulfamoyl)pyridin-4-yl)-2-(4,4-difluoro-3-methylpiperidin-1-yl)-6,7,8,9-tetrahydro-5H-cyclohepta[b]pyridine-3-carboxamide